FC1(CN(CCC1)[C@]1(C(NC2=C(C=CC=C12)C(F)(F)F)=O)C1=CC=C(C=C1)O)F (R)-3-(3,3-difluoropiperidin-1-yl)-3-(4-hydroxyphenyl)-7-(trifluoromethyl)indolin-2-one